C1(=CC=CC=C1)[S+](C1=CC=CC=C1)C1=CC=CC=C1 phenyldiphenylsulfonium